C[C@H]1[C@H]([C@H](O[C@]1(C(F)(F)F)C)C(=O)OC)C1=CC=C(C=2OC(OC21)(F)F)F |r| methyl rac-(2S,3S,4S,5R)-4,5-dimethyl-3-(2,2,7-trifluorobenzo[d][1,3]dioxol-4-yl)-5-(trifluoromethyl)tetrahydrofuran-2-carboxylate